C(C1=CC(O)=C(O)C(O)=C1)(=O)[C@]([C@](C(=O)C(C1=CC(O)=C(O)C(O)=C1)=O)(O)C(C1=CC(O)=C(O)C(O)=C1)=O)(O)[C@H](O)[C@H](O)CO tri-galloyl-glucose